NC1=NC(=NC=C1C=O)S(=O)(=O)C amino-2-(methylsulfonyl)pyrimidine-5-carbaldehyde